rac-4-methyl-3-((3aS,5R,7aS)-1,3,3,5,7-pentamethyl-octahydrobenzo[c]Isoxazol-5-yl)benzonitrile CC1=C(C=C(C#N)C=C1)[C@]1(C[C@H]2[C@@H](N(OC2(C)C)C)[C@@H](C1)C)C |&1:19|